3-methyl-1-phenyl-4-(thiophen-2-ylmethylene)-1H-pyrazol-5(4H)-one CC1=NN(C(C1=CC=1SC=CC1)=O)C1=CC=CC=C1